1-(6-(4-cyanophenyl)-5-methyl-2-phenylpyridin-3-yl)-3-((1R,2R)-2-hydroxy-4,4-dimethyl-1,2,3,4-tetrahydronaphthalen-1-yl)urea C(#N)C1=CC=C(C=C1)C1=C(C=C(C(=N1)C1=CC=CC=C1)NC(=O)N[C@H]1[C@@H](CC(C2=CC=CC=C12)(C)C)O)C